3-[Benzimidazol-2-ylidene-(4-methylphenyl)methyl]-5-[(1-ethylpiperidin-4-yl)amino]-1H-indol-2-ol N=1C(N=C2C1C=CC=C2)=C(C2=C(NC1=CC=C(C=C21)NC2CCN(CC2)CC)O)C2=CC=C(C=C2)C